3-[(tert-butoxycarbonyl)amino]-2-cyclopentylpropanoic acid C(C)(C)(C)OC(=O)NCC(C(=O)O)C1CCCC1